ClC1=C(C=C(C(=C1)N)Cl)O 2,5-dichloro-4-aminophenol